N-(3,4-difluorophenyl)-1H-benzo[D]imidazole-2-formamide FC=1C=C(C=CC1F)NC(=O)C1=NC2=C(N1)C=CC=C2